C(#N)C1=C(C(OC1=C(C#N)C#N)(C)C)C=CC1=CC=C(C=C1)[N] (4-(2-(4-cyano-5-(dicyanomethylene)-2,2-dimethyl-2,5-dihydrofuran-3-yl)vinyl)phenyl)nitrogen